CC(/C=C/C(C(=O)O)NC(C1=CC(=CC=C1)N1C=NC=C1)=O)(C)C (E)-5,5-dimethyl-2-[m-(1-imidazolyl)benzoylamino]-3-hexenoic acid